C1(=CC=C(C=C1)CC(C(=O)O)(C=1N=CSC1)OC[C@H]1O[C@H]([C@@H]([C@@H]1O)O)N1C2=NC(=NC(=C2N=C1)N)Cl)C1=CC=CC=C1 3-([1,1'-biphenyl]-4-yl)-2-(((2R,3S,4R,5R)-5-(6-amino-2-chloro-9H-purin-9-yl)-3,4-dihydroxytetrahydrofuran-2-yl)methoxy)-2-(thiazol-4-yl)propanoic acid